7-((2-methoxyethyl)amino)-(2-methyl-4-((1-(2-methyl-3-(trifluoromethyl)phenyl)ethyl)amino)quinazolin-6-yl)dimethylphosphine COCCNC1=C(C=C2C(=NC(=NC2=C1)C)NC(C)C1=C(C(=CC=C1)C(F)(F)F)C)P(C)C